ClC1=CC(=NC=N1)NCC1=CC=C(C=C1)C1=NC(=NO1)C 6-chloro-N-(4-(3-methyl-1,2,4-oxadiazol-5-yl)benzyl)pyrimidin-4-amine